FC(C(F)(F)F)(F)C1CC=2N(CC1)N=NC2C(=O)OC(C)(C)C tert-butyl 5-(1,1,2,2,2-pentafluoroethyl)-4,5,6,7-tetrahydrotriazolo[1,5-a]pyridine-3-carboxylate